1-(4-methoxybenzyl)-3-(2-(3-(2-oxopyrrolidin-1-yl)benzoyl)-2-azaspiro[3.3]heptan-6-yl)urea COC1=CC=C(CNC(=O)NC2CC3(CN(C3)C(C3=CC(=CC=C3)N3C(CCC3)=O)=O)C2)C=C1